1-methylpyridinium iodide [I-].C[N+]1=CC=CC=C1